ClC1=C(CNC=2C=C3C=C(N(C3=CC2)C)C(=O)NC2=CC=C(C=C2)OC(F)(F)F)C=C(C=C1)CNC(C(C)C)=O 5-((2-chloro-5-(isobutyrylaminomethyl)benzyl)amino)-1-methyl-N-(4-(trifluoromethoxy)phenyl)-1H-indole-2-carboxamide